1-[6-(3-azaspiro[5.5]undecan-9-yl)-1-methyl-indazol-3-yl]hexahydropyrimidine-2,4-dione C1CNCCC12CCC(CC2)C2=CC=C1C(=NN(C1=C2)C)N2C(NC(CC2)=O)=O